P(O)(O)=O.P(O)(O)=O phosphonic acid, phosphonate salt